C1(CC1)CC(C(CC1=CC(=C(C=C1)S(=O)(=O)N)F)C(C1=CC=C(C=C1)F)=O)=O 4-[4-cyclopropyl-2-(4-fluorobenzoyl)-3-oxobutyl]-2-fluorobenzenesulfonamide